C(C1=CC=CC=C1)OC1=C2C(=CNC2=CC=C1C)CCN(CCC)C N-(2-(4-(benzyloxy)-5-methyl-1H-indol-3-yl)ethyl)-N-methylpropan-1-amine